N-(3-(furan-2-yl)phenyl)-3-methyl-5-oxo-1-(3-(trifluoromethyl)phenyl)-4,5-dihydro-1H-pyrazole-4-carboxamide O1C(=CC=C1)C=1C=C(C=CC1)NC(=O)C1C(=NN(C1=O)C1=CC(=CC=C1)C(F)(F)F)C